N12C(CN(CC1)CC2)CNC=2C=NC1=CC=C(N=C1C2)C=2C(=NNC2)C2=NC(=CC=C2)C N-(1,4-diazabicyclo[2.2.2]octan-2-ylmethyl)-6-[3-(6-methyl-2-pyridyl)-1H-pyrazol-4-yl]-1,5-naphthyridin-3-amine